(2S,4R)-1-((S)-2-(1-fluorocyclopropane-1-carboxamido)-3,3-dimethylbutanoyl)-4-hydroxy-N-(4-(4-methylthiazol-5-yl)-2-(2-oxoethoxy)benzyl)pyrrolidine-2-carboxamide FC1(CC1)C(=O)N[C@H](C(=O)N1[C@@H](C[C@H](C1)O)C(=O)NCC1=C(C=C(C=C1)C1=C(N=CS1)C)OCC=O)C(C)(C)C